methyl 2-methylaminobenzoate (dimethyl anthranilate) CN(C=1C(C(=O)O)=CC=CC1)C.CNC1=C(C(=O)OC)C=CC=C1